3-(tert-butyl)-N-(2-methyl-4-(pyrrolo[1,2-b]pyridazin-4-yl)benzyl)-1,2,4-oxadiazole-5-carboxamide C(C)(C)(C)C1=NOC(=N1)C(=O)NCC1=C(C=C(C=C1)C=1C=2N(N=CC1)C=CC2)C